methylpropanoyl fluoride CC(C(=O)F)C